methyl (R)-4-(2-cyclopropyl-3,5-difluorophenyl)-2-(fluoromethyl)-5-oxo-4,5,6,7-tetrahydro-1H-cyclopenta[b]pyridine-3-carboxylate C1(CC1)C1=C(C=C(C=C1F)F)[C@@H]1C2=C(NC(=C1C(=O)OC)CF)CCC2=O